N[C@H]1[C@@H]([C@@H]([C@H](C1)CO)O)F (1R,2S,3R,5R)-3-amino-2-fluoro-5-(hydroxymethyl)cyclopentanol